1-[2-Hydroxy-4-(methoxymethoxy)phenyl]-3-[4-methoxy-3-(3-methylbut-2-enyl)phenyl]prop-2-en-1-one OC1=C(C=CC(=C1)OCOC)C(C=CC1=CC(=C(C=C1)OC)CC=C(C)C)=O